CC1=CC=C(O1)C1=NC2=CC=CC=C2C(N1)=O 2-(5-methylfuryl)quinazolin-4(3H)-one